CC1=C2C3(CC(CC2CCC1=O)C3)C Dimethyltricyclo[7.1.1.0(2,7)]Undec-2-en-4-one